C(C)(=O)C=1C(C(=C(NC1C)C)C(=O)OCCCNC(=O)C)C=1C2=C(SC1)C=CC=C2 3-Acetaminopropyl 5-acetyl-4-(benzo[b]thiophen-3-yl)-2,6-dimethyl-1,4-dihydropyridine-3-carboxylate